2-bromo-N-((4,6-dimethyl-2-oxo-1,2-dihydropyridin-3-yl)methyl)-6-methyl-5-(1-(pyrrol-1-yl)ethyl)indolizine-7-carboxamide (E)-ethyl-3-(3-(tert-butyl)-1,2,4-oxadiazol-5-yl)acrylate C(C)OC(\C=C\C1=NC(=NO1)C(C)(C)C)=O.BrC=1C=C2C=C(C(=C(N2C1)C(C)N1C=CC=C1)C)C(=O)NCC=1C(NC(=CC1C)C)=O